ClC1=NC=2N(C(=C1)Cl)N=C(C2C2=CC=C(C=C2)Cl)C=2C=CC(=NC2)C#N 5-[5,7-dichloro-3-(4-chlorophenyl)pyrazolo[1,5-a]pyrimidin-2-yl]pyridine-2-carbonitrile